(S)-N-(2,2-difluoro-1-(1-neopentyl-6-(o-tolyl)-1H-indol-3-yl)ethyl)-3,3-difluorocyclobutane-1-sulfonamide FC([C@H](C1=CN(C2=CC(=CC=C12)C1=C(C=CC=C1)C)CC(C)(C)C)NS(=O)(=O)C1CC(C1)(F)F)F